3-(N-(2-(3,3-dimethylpyrrolidin-1-yl)-5-(trifluoromethyl)phenyl)sulfamoyl)-4-methoxybenzoic acid CC1(CN(CC1)C1=C(C=C(C=C1)C(F)(F)F)NS(=O)(=O)C=1C=C(C(=O)O)C=CC1OC)C